C12C(C3C(C=C1)S3)S2.[Li] lithium benzene disulfide